4-{4-amino-7-methyl-6-[4-(2-methylprop-2-enamido)phenyl]-7H-pyrrolo[2,3-d]pyrimidin-5-yl}-N-[(oxetan-2-yl)methyl]benzamide NC=1C2=C(N=CN1)N(C(=C2C2=CC=C(C(=O)NCC1OCC1)C=C2)C2=CC=C(C=C2)NC(C(=C)C)=O)C